COC[C@H]1C[C@@H](CN1C(C=C)=O)N1N=C(C(=C1NC)C(=O)N)C#CC=1C=C2C(=NC1)N(C=N2)C 1-[(3S,5R)-5-(methoxymethyl)-1-(prop-2-enoyl)pyrrolidin-3-yl]-5-(methylamino)-3-(2-[3-methylimidazo[4,5-b]pyridin-6-yl]ethynyl)pyrazole-4-carboxamide